N1CC(C1)C[N+]1(CCC(CC1)CNC(C1=C(C=C(C=C1)NC=1C=2N(C=CN1)C(=CN2)C2=C(C(=C(C=C2)C=2C(=NNC2)C(F)(F)F)F)F)CC)=O)C N-[[1-(azetidin-3-ylmethyl)-1-methyl-piperidin-1-ium-4-yl]methyl]-4-[[3-[2,3-difluoro-4-[3-(trifluoromethyl)-1H-pyrazol-4-yl]phenyl]imidazo[1,2-a]pyrazin-8-yl]amino]-2-ethyl-benzamide